isobutyl vinylphosphonate C(=C)P(OCC(C)C)([O-])=O